1H-1,5-naphthyridin N1CC=CC2=NC=CC=C12